BrC=1C=NN2C1C=C(C=C2C#N)C=C 3-bromo-5-vinylpyrazolo[1,5-a]pyridine-7-carbonitrile